CC(CN(C(O)=O)C)CN(C(O)=O)C (2-methylpropane-1,3-diyl)bis(methylcarbamic acid)